2-[rac-(3S)-1-Methylpyrrolidin-3-yl]-5-[rac-(3S)-3-methyl-2,3,4,5-tetrahydropyridin-6-yl]indazole CN1C[C@H](CC1)N1N=C2C=CC(=CC2=C1)C=1CC[C@@H](CN1)C |r|